(S)-methyl-heptanoic acid C[C@H](C(=O)O)CCCCC